Cl.FC1(CC(C1)NC(C)=O)F N-(3,3-difluorocyclobutyl)-acetamide hydrochloride